C1(=CC=CC=C1)NC(C1=CC=CC=C1)=N N-phenylbenzamidine